diethyl (2-methylbutylidene)malonate CC(C=C(C(=O)OCC)C(=O)OCC)CC